Cl.O1C(NCC1)=O 1,3-oxazolidin-2-one monohydrochloride